bis(tris(4-t-butyl-phenyl)sulfonium) perfluoromethanedisulfonate FC(S(=O)(=O)[O-])(S(=O)(=O)[O-])F.C(C)(C)(C)C1=CC=C(C=C1)[S+](C1=CC=C(C=C1)C(C)(C)C)C1=CC=C(C=C1)C(C)(C)C.C(C)(C)(C)C1=CC=C(C=C1)[S+](C1=CC=C(C=C1)C(C)(C)C)C1=CC=C(C=C1)C(C)(C)C